[(1S)-2-[[(1S)-2-amino-2-oxo-1-[(5-oxo-4-azaspiro[2.4]heptan-6-yl)methyl]ethyl]amino]-1-(cyclopropylmethyl)-2-oxo-ethyl]-7-chloro-1H-indole-2-carboxamide NC([C@H](CC1C(NC2(CC2)C1)=O)NC([C@H](CC1CC1)N1C(=CC2=CC=CC(=C12)Cl)C(=O)N)=O)=O